[Cr+3].CC(CC(C)=O)=O.CC(CC(C)=O)=O.CC(CC(C)=O)=O tris(2,4-pentanedione) chromium (III)